BrCC1=NC=C(C=N1)C1=NOC(=C1)C(C(=O)OC)C(C)C methyl 2-{3-[2-(bromomethyl)pyrimidin-5-yl]-1,2-oxazol-5-yl}-3-methylbutanoate